4-(benzylthio)-7-(8-chloro-7-fluoronaphthalen-1-yl)-8-fluoro-2-(((2S,7aR)-2-fluorohexahydro-1H-pyrrolizin-7a-yl)methoxy)pyrido[4,3-d]pyrimidine C(C1=CC=CC=C1)SC=1C2=C(N=C(N1)OC[C@@]13CCCN3C[C@H](C1)F)C(=C(N=C2)C2=CC=CC1=CC=C(C(=C21)Cl)F)F